3-amino-1-(2,2-difluorocyclopropyl)pyridin-2(1H)-one hydrochloride Cl.NC=1C(N(C=CC1)C1C(C1)(F)F)=O